3-bromo-N-(2,6-difluorophenyl)-1-(tetrahydro-2H-pyran-2-yl)-1H-1,2,4-triazol-5-amine BrC1=NN(C(=N1)NC1=C(C=CC=C1F)F)C1OCCCC1